N,N-dimethyl-m-phenylenediamine dihydrochloride Cl.Cl.CN(C1=CC(=CC=C1)N)C